tert-Butyl (7-chloro-3-cyclopropylbenzisoxazol-5-yl)carbamate ClC1=CC(=CC=2C(=NOC21)C2CC2)NC(OC(C)(C)C)=O